NC1=NC=CC=C1C1=NC=2C(=NC(=CC2)C2=CC=C(C=C2)F)N1C1=CC=C(CN2CC3(C2)CCN(CC3)C3=NC(=NC=C3)C#N)C=C1 4-(2-(4-(2-(2-Aminopyridin-3-yl)-5-(4-fluorophenyl)-3H-imidazo[4,5-b]pyridin-3-yl)benzyl)-2,7-diazaspiro[3.5]nonan-7-yl)pyrimidine-2-carbonitrile